(phenylamino)quinoline-4-carboxylic acid C1(=CC=CC=C1)NC1=NC2=CC=CC=C2C(=C1)C(=O)O